4-(7-(pyridin-3-yl)-4-(3-(m-tolyl)-1H-pyrazol-1-yl)-6,7-dihydro-5H-pyrrolo[2,3-d]pyrimidin-2-yl)morpholine N1=CC(=CC=C1)N1CCC2=C1N=C(N=C2N2N=C(C=C2)C=2C=C(C=CC2)C)N2CCOCC2